C(C)OC(=O)C=1N=CN(C1)C1(CCC1)C 1-(1-methylcyclobutyl)-1H-imidazole-4-carboxylic acid ethyl ester